rac-tert-butyl (RS)-2-(1-benzothiophen-5-yl)-4-methyl-3-(pyridin-4-yl)-6,7-dihydropyrazolo[1,5-a]pyrazine-5(4H)-carboxylate S1C=CC2=C1C=CC(=C2)C2=NN1C([C@H](N(CC1)C(=O)OC(C)(C)C)C)=C2C2=CC=NC=C2 |r|